C(C)(=O)C1=CC=C2C(=N1)N(C(=C2)C(N(C)OC)=O)C(=O)OC(C)(C)C tert-Butyl 6-acetyl-2-(methoxy(methyl)carbamoyl)-1H-pyrrolo[2,3-b]pyridine-1-carboxylate